tert-Butyl 1-(4-(N-benzylmethylsulfonamido)benzyl)-4-(((tert-butyldimethyl-silyl)oxy)methyl)-7-azabicyclo[2.2.1]heptane-7-carboxylate C(C1=CC=CC=C1)N(S(=O)(=O)C)C1=CC=C(CC23CCC(CC2)(N3C(=O)OC(C)(C)C)CO[Si](C)(C)C(C)(C)C)C=C1